2,2-bis-(4-hydroxy-3-tert-butylphenyl)propane OC1=C(C=C(C=C1)C(C)(C)C1=CC(=C(C=C1)O)C(C)(C)C)C(C)(C)C